methyl (4R)-2-((benzyloxy)methyl)-4-fluoropyrrolidine-2-carboxylate C(C1=CC=CC=C1)OCC1(NC[C@@H](C1)F)C(=O)OC